(S)-1-(2-fluoro-4,5-dimethoxybenzyl)-3,4-dimethyl-2-oxo-N-(2,4,6-trifluorobenzyl)-1,2,3,4-tetrahydroquinazoline-7-carboxamide FC1=C(CN2C(N([C@H](C3=CC=C(C=C23)C(=O)NCC2=C(C=C(C=C2F)F)F)C)C)=O)C=C(C(=C1)OC)OC